C(C)OCOC1=C(C2=CC=CC=C2C=C1)CC1=C(C=CC2=CC=CC=C12)OC1NCCC1 2-((1-((2-(ethoxymethoxy)naphthalene-1-yl)methyl)naphthalen-2-yl)oxy)pyrrolidine